O1CCC(CC1)N1C[C@H](CC2=CC=CN=C12)N1C[C@H](N(CC1)C1CC2(C1)CCN(CC2)C2=CC=C(C(=O)N)C=C2)C2=C(C=CC=C2)C 4-(2-((R)-4-((S)-1-(tetrahydro-2H-pyran-4-yl)-1,2,3,4-tetrahydro-1,8-naphthyridin-3-yl)-2-(o-tolyl)piperazin-1-yl)-7-azaspiro[3.5]nonan-7-yl)benzamide